3-[4-fluoro-6-[1-[(4-methoxyphenyl)methyl]pyrazol-4-yl]benzofuran-3-yl]piperidine-2,6-dione FC1=CC(=CC2=C1C(=CO2)C2C(NC(CC2)=O)=O)C=2C=NN(C2)CC2=CC=C(C=C2)OC